methyl 4-[(5-bromopyrrolo[2,1-f][1,2,4]triazin-2-yl)amino]cyclohexane-1-carboxylate BrC=1C=CN2N=C(N=CC21)NC2CCC(CC2)C(=O)OC